C(C)(C)(C)C=1C=C(CC=2C(=C(C(=C(C2C)CC2=CC(=C(C(=C2)C(C)(C)C)O)C(C)(C)C)C)O)C)C=C(C1O)C(C)(C)C 3,5-bis-(3,5-di-tert-butyl-4-hydroxybenzyl)2,4,6-trimethylphenol